hexaanimine iron bromide [Fe](Br)Br.C(CCCCC)=N